C(#N)C1=C2N=C(C=NC2=CC=C1NC=1C(=C(C=CC1F)NS(=O)(=O)CCC)F)OCC N-(3-(5-cyano-3-ethoxyquinoxalin-6-ylamino)-2,4-difluorophenyl)propane-1-sulfonamide